O[C@H]1CN(CC1)C=1C2=C(N(C(N1)=O)C1=C(C=CC=C1)C)N=C(C=C2)C(F)(F)F (R)-4-(3-hydroxypyrrolidin-1-yl)-1-(o-tolyl)-7-(trifluoromethyl)pyrido[2,3-d]-pyrimidin-2(1H)-one